5-(pentafluoroethyl)benzene FC(C(F)(F)F)(C=1C=CC=CC1)F